1-(2-((4-((7-Azaspiro[3.5]nonan-2-yl)sulfonyl)-2-methylphenyl)amino)-5-(trifluoromethyl)pyrimidin-4-yl)-3,5-dimethylpiperidin-3-ol C1C(CC12CCNCC2)S(=O)(=O)C2=CC(=C(C=C2)NC2=NC=C(C(=N2)N2CC(CC(C2)C)(O)C)C(F)(F)F)C